3-[6-[1-[5-chloro-4-[(2-oxoindol-5-yl)amino]pyrimidin-2-yl]-4-piperidinyl]-1-methyl-indazol-3-yl]piperidine-2,6-dione ClC=1C(=NC(=NC1)N1CCC(CC1)C1=CC=C2C(=NN(C2=C1)C)C1C(NC(CC1)=O)=O)NC1=CC2=CC(N=C2C=C1)=O